4-amino-3-[6-(4-methoxyphenyl)pyridine-3-ylazo]naphthalene-1-sulfonic acid NC1=C(C=C(C2=CC=CC=C12)S(=O)(=O)O)N=NC=1C=NC(=CC1)C1=CC=C(C=C1)OC